2-bromo-[1,1'-biphenyl] BrC1=C(C=CC=C1)C1=CC=CC=C1